BrC1=CC(=C(C(=N1)N=C(C1=CC=CC=C1)C1=CC=CC=C1)OC(F)F)C N-(6-bromo-3-(difluoromethoxy)-4-methylpyridin-2-yl)-1,1-diphenylmethanimine